3-(4-(4-(bis(2-hydroxyethyl)carbamoyl)piperidine-1-carboxamido)phenylpropionamido)-1H-indole-1,2-dicarboxylic acid di-tert-butyl ester C(C)(C)(C)OC(=O)N1C(=C(C2=CC=CC=C12)NC(CCC1=CC=C(C=C1)NC(=O)N1CCC(CC1)C(N(CCO)CCO)=O)=O)C(=O)OC(C)(C)C